CN(C\C=C/1\C(N(CC1)C=1C=CC=2N=CN=C(C2N1)NC1=CC(=C(C=C1)OC=1C=NC=C(C1)F)C)=O)C (3E)-3-[2-(dimethylamino)ethylidene]-1-[4-({4-[(5-fluoropyridin-3-yl)oxy]-3-methylphenyl}amino)pyrido[3,2-d]pyrimidin-6-yl]pyrrolidin-2-one